1-phenyl-N-(pyrimidin-2-ylmethyl)methanamine C1(=CC=CC=C1)CNCC1=NC=CC=N1